C(#N)C1=NC2=CC(=CC(=C2C=C1C=1C=NC(=CC1)OC)[C@@H](C)NC1=C(C(=O)O)C=CC=C1)C (R)-2-((1-(2-cyano-3-(6-methoxypyridin-3-yl)-7-methylquinolin-5-yl)ethyl)amino)benzoic acid